C(C)(C)(C)OC(=O)NC=1SC(=C(C1C(=O)OC)C1=CC=CC=C1)C1=C(C(=CC=C1)OC)F methyl 2-((tert-butoxycarbonyl)amino)-5-(2-fluoro-3-methoxyphenyl)-4-phenylthiophene-3-carboxylate